1-Ethyl-N-((1,2,3,5,6,7-hexahydro-s-indacen-4-yl)carbamoyl)piperidine-4-sulfonamide, potassium salt [K].C(C)N1CCC(CC1)S(=O)(=O)NC(NC1=C2CCCC2=CC=2CCCC12)=O